FC1=C(C=CC(=C1)F)[C@H](C)NC([C@@H](C)N1C(NC2=CC=CC(=C2C1=O)O)=O)=O |o1:12| (R*)-N-[(1S)-1-(2,4-difluorophenyl)ethyl]-2-(5-hydroxy-2,4-dioxo-1H-quinazolin-3-yl)propanamide